FC1=C(C(=CC(=C1)N)C=1N=NN(N1)C(C1=CC=CC=C1)(C1=CC=CC=C1)C1=CC=CC=C1)C1=CC(=C(C=C1)OC)OC 2-fluoro-3',4'-dimethoxy-6-(2-trityl-2H-tetrazol-5-yl)-[1,1'-biphenyl]-4-amine